2-(3-Chlorophenyl)-3-methyl-1-tosyl-1H-indole ClC=1C=C(C=CC1)C=1N(C2=CC=CC=C2C1C)S(=O)(=O)C1=CC=C(C)C=C1